7-(cyclobutyl)-2,2-dimethyl-4H-[1,3]-dioxino[5,4-c]pyridin-4-one C1(CCC1)C1=CC2=C(C=N1)C(OC(O2)(C)C)=O